BrC=1C=C2C(=NC1)N(N=C2C(C)(F)F)COCC[Si](C)(C)C 5-bromo-3-(1,1-difluoroethyl)-1-[[2-(trimethylsilyl)ethoxy]methyl]pyrazolo[3,4-b]pyridine